COC(C1CCN(CC1)C1=CC=C(C=C1)C1C(OCC2=CC(=CC=C12)O)C1=C(C=CC=C1)F)OC 4-(4-(4-(dimethoxymethyl)piperidin-1-yl)phenyl)-3-(2-fluorophenyl)isochroman-7-ol